C(C1=CC=CC=C1)OC1=NC(=CC=C1C=1C=C(C=CC1)NC[C@H]1CN(CCC1)C(=O)OC(C)(C)C)OCC1=CC=CC=C1 tert-butyl (S)-3-(((3-(2,6-bis(benzyloxy)pyridin-3-yl)phenyl)amino)methyl)piperidine-1-carboxylate